2-[[6-(1,3-Benzothiazol-2-ylamino)-5-methyl-pyridazin-3-yl]-[2-(dimethylamino)ethyl]amino]-5-[3-[2-fluoro-4-[3-(methylamino)prop-1-ynyl]phenoxy]propyl]thiazole-4-carboxylic acid S1C(=NC2=C1C=CC=C2)NC2=C(C=C(N=N2)N(C=2SC(=C(N2)C(=O)O)CCCOC2=C(C=C(C=C2)C#CCNC)F)CCN(C)C)C